3-methyl-2,3,4,9-tetrahydro-1H-pyrido[3,4-b]indol CC1CC2=C(NC3=CC=CC=C23)CN1